NC=1C(=C(C=CC1)C1=CNC(=C2N1C(C(=N2)CC2=CC=C(C=C2)F)=O)CC2=CC=CC=C2)F (3-amino-2-fluorophenyl)-8-benzyl-2-(4-fluorobenzyl)imidazo[1,2-a]pyrazin-3(7H)-one